1,2-Epoxypent-4-en C1C(CC=C)O1